syn-(±)-2-(((benzyloxy)carbonyl)amino)-3-methylpent-4-enoic acid C(C1=CC=CC=C1)OC(=O)NC(C(=O)O)C(C=C)C